aluminum trifluoromethane carbonate C([O-])([O-])=O.FC(F)F.[Al+3].C([O-])([O-])=O.C([O-])([O-])=O.[Al+3]